ClC=1C=C(C(=NC1)N1C(C(N(C(C1)=O)CC1=CC(=C(C=C1)C)F)C1COC1)=O)F 1-(5-chloro-3-fluoropyridin-2-yl)-4-(3-fluoro-4-methylbenzyl)-3-(oxetan-3-yl)piperazine-2,5-dione